CC1(OC2=C(C1)C(=CC=C2)C2=CC(=C(OCCCC(=O)OCC)C=C2)F)C ethyl 4-[4-(2,2-dimethyl-2,3-dihydro-benzofuran-4-yl)-2-fluoro-phenoxy]-butyrate